dipropylene phthalate (DIALLYLPHTHALATE) C(C=C)C=1C(=C(C(C(=O)O)=CC1)C(=O)O)CC=C.C(C=1C(C(=O)O)=CC=CC1)(=O)O.C=CC.C=CC